NC[C@H](CC1=CC(=C(C(=O)NC)C=C1F)F)N(C)C (S)-4-(3-amino-2-(dimethylamino)propyl)-2,5-difluoro-N-methylbenzamide